ClN1CCN(CC1)C1=CC=CC=2OC(COC21)C 5-(4-chloropiperazin-1-yl)-2-methyl-2,3-dihydro-1,4-benzodioxine